CN1N=CC(=C1)NC1=NC=CC(=N1)C1=CC2CCC(C1)N2C(=O)N2CC(C2)C#N 1-(3-(2-((1-Methyl-1H-pyrazol-4-yl)amino)pyrimidin-4-yl)-8-azabicyclo[3.2.1]oct-2-ene-8-carbonyl)azetidine-3-nitrile